(2,4-Dimethoxyphenylmethoxycarbonyl)cyclohexane COC1=C(C=CC(=C1)OC)COC(=O)C1CCCCC1